(R)-6-(1-(6-azaspiro[2.5]octan-6-yl)ethyl)-2-(3-(3-((4-methyl-4H-1,2,4-triazol-3-yl)methyl)-oxetan-3-yl)phenyl)-4-(trifluoromethyl)isoindolin-1-one C1CC12CCN(CC2)[C@H](C)C2=CC(=C1CN(C(C1=C2)=O)C2=CC(=CC=C2)C2(COC2)CC2=NN=CN2C)C(F)(F)F